C(C)(=O)C1=CN(C2=CC=C(C=C12)C=1C=NC(=NC1)OCC)CC(=O)N1[C@@H](C[C@H](C1)F)C(=O)NC=1C(=C(C=CC1)C1=C(C=CC=C1)Cl)F (2S,4R)-1-(2-(3-acetyl-5-(2-ethoxypyrimidin-5-yl)-1H-indol-1-yl)acetyl)-N-(2'-chloro-2-fluorobiphenyl-3-yl)-4-fluoropyrrolidine-2-carboxamide